Cl.C1(CC1)C=1C(=C2C(C(N(C2=C(C1)F)C1C(NCC1)=O)=O)(C)C)F 5-cyclopropyl-4,7-difluoro-3,3-dimethyl-1-(2-oxopyrrolidin-3-yl)indol-2-one hydrochloride